{3-[3-(7-{[2-(trimethylsilyl)ethoxy]methyl}-7H-pyrrolo[2,3-d]pyrimidin-4-yl)-1H-pyrrol-1-yl]azetidin-3-yl}acetonitrile dihydrochloride Cl.Cl.C[Si](CCOCN1C=CC2=C1N=CN=C2C2=CN(C=C2)C2(CNC2)CC#N)(C)C